O=C1NCCN1C1=NC(=NC(=C1)C(F)(F)F)C#CC 2-oxo-3-(2-(prop-1-yn-1-yl)-6-(trifluoromethyl)pyrimidin-4-yl)imidazolidine